C1CCC2=C(C=3CCCC3C=C12)NC(=O)N=[S@](=O)(N)C1=C(N=C(S1)C(C)(C)O)CO (R)-N'-((1,2,3,5,6,7-hexahydro-s-indacen-4-yl)carbamoyl)-4-(hydroxymethyl)-2-(2-hydroxypropan-2-yl)thiazole-5-sulfonimidamide